C(C)(C)(C)C12NCC(CC1C)C2 TERT-BUTYL-6-METHYL-2-AZABICYCLO[2.2.1]HEPTANE